CCCC(C(C(=O)O)O)C(=O)O The molecule is a dicarboxylic acid that is malic acid in which one of the hydrogens at position 3 is substituted by a propyl group. It is a dicarboxylic acid, a 2-hydroxy carboxylic acid and a 3-hydroxy carboxylic acid. It derives from a succinic acid. It is a conjugate acid of a 3-propylmalate(2-).